4-(4-Bromo-3-hydroxy-6-phenyl-pyridin-2-yl)-4-oxo-butyric acid ethyl ester C(C)OC(CCC(=O)C1=NC(=CC(=C1O)Br)C1=CC=CC=C1)=O